9-[1-(3,4-difluoroanilino)ethyl]-2-morpholino-4-oxo-pyrido[1,2-a]pyrimidine-7-carboxylic acid FC=1C=C(NC(C)C2=CC(=CN3C2=NC(=CC3=O)N3CCOCC3)C(=O)O)C=CC1F